FC1(CCC(CC1)[C@H](NC(=O)C=1C(=NOC1)C(C)C)C=1OC2=C(N1)C=C(C=C2)[C@@H](COC)N2C(N[C@@H](C2)C(F)(F)F)=O)F N-((S)-(4,4-difluoro-cyclohexyl)(5-((S)-2-methoxy-1-((S)-2-oxo-4-(trifluoromethyl)imidazolidin-1-yl)ethyl)benzo[d]oxazol-2-yl)methyl)-3-isopropyl-isoxazole-4-carboxamide